N-(tert-butyl)-2-((2-(4-(2-(dimethylamino)ethoxy)pyridin-2-yl)-5,6-dimethylthieno[2,3-d]pyrimidin-4-yl)(methyl)amino)acetamide C(C)(C)(C)NC(CN(C)C=1C2=C(N=C(N1)C1=NC=CC(=C1)OCCN(C)C)SC(=C2C)C)=O